ClC1=NC2=CC=CC=C2C(=N1)NC1=NNC(=C1)C 2-chloro-N-(5-methyl-1H-pyrazol-3-yl)quinazoline-4-amine